C(=O)(O)C=1C2=C(N(N1)C=1C=[N+](C=CN1)[O-])[C@@H]1[C@H](C2)C1 3-((4aS,5aS)-3-carboxy-4,4a,5,5a-tetrahydro-1H-cyclopropa[4,5]cyclopenta[1,2-c]pyrazol-1-yl)pyrazine 1-oxide